COCCOCCOC1CC(C1)O (1s,3s)-3-(2-(2-methoxyethoxy)ethoxy)cyclobutan-1-ol